2-(phenylthioformylthio)propionic acid C1(=CC=CC=C1)C(=S)SC(C(=O)O)C